OCCN1CCN(CC1)C1=CC(=NC=2N1N=C(C2C2=CC=CC=C2)C)C=2C=C(C=CC2)CCCCCCC(=O)N(C)OC 7-(3-(7-(4-(2-Hydroxyethyl)piperazin-1-yl)-2-methyl-3-phenylpyrazolo[1,5-a]-pyrimidin-5-yl)phenyl)-N-methoxy-N-methylheptanamide